tin oxide selenide [Sn](=O)=[Se]